[K].[W] Tungsten-Potassium